propyl N-(2-(1-(6-methoxy-3,4-dihydro-2H-benzo[b][1,4]oxazin-7-yl)-6-(pyrazolo[1,5-a]pyrimidin-3-yl)-1H-pyrazolo[4,3-c]pyridine-3-carboxamido)ethyl)-N-methylglycinate COC1=CC2=C(OCCN2)C=C1N1N=C(C=2C=NC(=CC21)C=2C=NN1C2N=CC=C1)C(=O)NCCN(CC(=O)OCCC)C